C[C@]12C3CC[C@@]4(C(=CCC4C3CC=C2C[C@@H](CC1)NC(CCCCCCC(=O)NO)=O)C=1C=NC=CC1)C N1-((3R,10R,13S)-10,13-dimethyl-17-(pyridin-3-yl)-2,3,4,7,8,9,10,11,12,13,14,15-dodecahydro-1H-cyclopenta[a]phenanthren-3-yl)-N8-hydroxyoctanediamide